C(CC)(=O)NNC(C=C)=O N'-propionylacrylohydrazide